C(=C)C1=C(C=CC=C1)P(=S)(SC1=CC=C(C=C1)C)C1=CC=CC=C1 1-(p-tolyl) vinyldiphenylphosphindithioate